amino-5-chloro-3-methylquinazolin-4(3H)-one NC1=NC2=CC=CC(=C2C(N1C)=O)Cl